N1(N=CN=C1)C[C@@]1(C[C@@H](CO1)COC1=C(C=C(C=C1)N1CCN(CC1)C1=CC=C(C(=O)NC2=CC=C(C=C2)S(N)(=O)=O)C=C1)C)C1=C(C=C(C=C1)F)F 4-(4-(4-(((3R,5R)-5-((1H-1,2,4-triazol-1-yl)methyl)-5-(2,4-difluorophenyl)tetrahydrofuran-3-yl)methoxy)-3-methylphenyl)piperazin-1-yl)-N-(4-sulfamoylphenyl)benzamide